C(C=C)OC1=C(C=C(C=C1O)O)O 2,4,6-trihydroxyphenyl allyl ether